N-[(4S)-3,4-dihydro-2H-chromen-4-yl]-4-(morpholin-4-yl)-8-(2,3,5-trichlorophenyl)-1,7-naphthyridine-3-carboxamide O1CC[C@@H](C2=CC=CC=C12)NC(=O)C=1C=NC2=C(N=CC=C2C1N1CCOCC1)C1=C(C(=CC(=C1)Cl)Cl)Cl